di-dimethylpyrazolamide di-copper [Cu].[Cu].CC1=C(C(=NN1)C(=O)N)C.CC1=C(C(=NN1)C(=O)N)C